The molecule is a member of the class of cinnolines that is 1-(p-chlorophenyl)cinnolin-4-one which is substituted at positions 3 and 5 by carboxy and 2-methoxyethoxy groups, respectively. It is a chemical hybridisation agent, used for the sterilisation of wheat. It has a role as a chemical hybridisation agent. It is a member of cinnolines, a monocarboxylic acid, a member of monochlorobenzenes and an aromatic ether. COCCOC1=CC=CC2=C1C(=O)C(=NN2C3=CC=C(C=C3)Cl)C(=O)O